OCCN(CCO)CCCCCCO[Si](OC(CSSCCCCCCCCCCCC)OCCCCCCCC\C=C/C\C=C/CCCCC)(C)C 3-(2-hydroxyethyl)-11,11-dimethyl-13-(((9Z,12Z)-octadeca-9,12-dien-1-yl)oxy)-10,12-dioxa-15,16-dithia-3-aza-11-silaoctacosan-1-ol